phenyl-(5-vinyl-1H-indol-1-yl)methanone C1(=CC=CC=C1)C(=O)N1C=CC2=CC(=CC=C12)C=C